4-(2-fluoro-6-methoxyphenyl)-N-(5-((5-((R)-1-hydroxyethyl)pyridin-2-yl)methoxy)-1,3,4-thiadiazol-2-yl)-6-methylnicotinamide FC1=C(C(=CC=C1)OC)C1=CC(=NC=C1C(=O)NC=1SC(=NN1)OCC1=NC=C(C=C1)[C@@H](C)O)C